C1=NC=CC2=CC(=CC=C12)[C@H]1N(C[C@@H](CC1)C)C(C(=O)NC=1C=C(C(=NC1)NC(OC(C)(C)C)=O)C)=O tert-Butyl N-[5-[[2-[(2S,5R)-2-(6-isoquinolyl)-5-methyl-1-piperidyl]-2-oxo-acetyl]amino]-3-methyl-2-pyridyl]carbamate